(S)-N-(4-(3-(2-ethyl-6-methylpyridin-4-yl)phenyl)thiazol-2-yl)-1-(5-(trideuteriomethyl)-1-(methylsulfonyl)-1H-pyrrole-3-carbonyl)pyrrolidine-2-carboxamide C(C)C1=NC(=CC(=C1)C=1C=C(C=CC1)C=1N=C(SC1)NC(=O)[C@H]1N(CCC1)C(=O)C1=CN(C(=C1)C([2H])([2H])[2H])S(=O)(=O)C)C